FC(N1C=C(C=2C1=NC=C(C2)NC(C=C)=O)C#CC2=CC=C(C=C2)F)F N-(1-(Difluoromethyl)-3-((4-fluorophenyl)ethynyl)-1H-pyrrolo[2,3-b]pyridin-5-yl)acrylamide